C(C)OC1=C(C=C2CCN([C@H](C2=C1)CCC1=CNC2=CC=C(C=C12)OC)S(=O)(=O)C1=C(C=C(C=C1)F)F)OC (S)-7-ethoxy-6-methoxy-1-(2-(5-methoxy-1H-indol-3-yl)ethyl)-2-(2,4-difluorophenyl)sulfonyl-1,2,3,4-tetrahydroisoquinoline